tert-butyl (E)-3-(1-(3,5-bis(trifluoromethyl)phenethyl)-1H-indol-3-yl)-2-cyano-acrylate FC(C=1C=C(CCN2C=C(C3=CC=CC=C23)/C=C(/C(=O)OC(C)(C)C)\C#N)C=C(C1)C(F)(F)F)(F)F